BrC1=CC(=NC=C1)C(CC(=O)OCC)NS(=O)C(C)(C)C ethyl 3-(4-bromopyridin-2-yl)-3-[(2-methylpropane-2-sulfinyl)amino]propanoate